tert-Butyl 6-chloro-3-{3-[(6-fluoronaphthalen-1-yl)oxy]propyl}-1-[2-(2-oxopiperazin-1-yl)ethyl]-7-(1,3,5-trimethyl-1H-pyrazol-4-yl)-1H-indole-2-carboxylate ClC1=CC=C2C(=C(N(C2=C1C=1C(=NN(C1C)C)C)CCN1C(CNCC1)=O)C(=O)OC(C)(C)C)CCCOC1=CC=CC2=CC(=CC=C12)F